FC1=C(CN2C(N(C(C(=C2C2=CC=C(C=C2)NC(=O)NOC)CN(C)C)=O)C=2N=NC(=CC2)OC)=O)C(=CC=C1)F N-(4-(1-(2,6-difluorobenzyl)-5-((dimethylamino)methyl)-3-(6-methoxy-3-pyridazinyl)-2,4-dioxopyrimidin-6-yl)phenyl)-N'-methoxyurea